3-(4-chloro-1-{[2-(trimethylsilyl)ethoxy]methyl}-1H-pyrrolo[3,2-c]pyridin-3-yl)phenol ClC1=NC=CC2=C1C(=CN2COCC[Si](C)(C)C)C=2C=C(C=CC2)O